CC(=O)N[C@@H](CS)C(=O)O N-acetyl-L-(+)-cysteine